N-{(4aR,6R)-5,5-difluoro-2-[6-(methoxymethyl)-4-(2,4,6-trifluorophenyl)-1,2-benzoxazol-3-yl]-1-oxooctahydropyrrolo[1,2-c]pyrimidin-6-yl}cyclopropanesulfonamide FC1([C@@H](CN2C(N(CC[C@@H]21)C2=NOC1=C2C(=CC(=C1)COC)C1=C(C=C(C=C1F)F)F)=O)NS(=O)(=O)C1CC1)F